C(CCCCCC)C(CCCCCCC)OC(CCCN(C(=O)SCC1CN(CCC1)C)CCCC(=O)OC(CCCCCCC)CCCCCCC)=O.BrC=1C=C(C=CC1)C1COC1 3-(3-bromophenyl)oxetan 1-heptyloctyl-4-[[4-(1-heptyloctoxy)-4-oxo-butyl]-[(1-methyl-3-piperidyl)methylsulfanylcarbonyl]amino]butanoate